FC=1C=C(C=CC1F)C1(CC1)NCCC(=O)N1CC2CCC(C1)N2C=2N=NC(=CC2)C 3-((1-(3,4-difluorophenyl)cyclopropyl)amino)-1-(8-(6-methylpyridazin-3-yl)-3,8-diazabicyclo[3.2.1]octan-3-yl)propan-1-one